N-((7R)-2-Cyano-2-azabicyclo[2.2.1]heptan-7-yl)-2'-((4-fluorophenyl)amino)-[1,1'-biphenyl]-4-carboxamid C(#N)N1C2CCC(C1)[C@H]2NC(=O)C2=CC=C(C=C2)C2=C(C=CC=C2)NC2=CC=C(C=C2)F